Cl.FC(C=1C=NC(=NC1)O)(F)F 5-(trifluoromethyl)pyrimidin-2-ol hydrochloride